6-(2-methoxypyridin-4-yl)-2-methyl-3-(trifluoromethyl)aniline COC1=NC=CC(=C1)C1=CC=C(C(=C1N)C)C(F)(F)F